FC=1C=C(C=C(C1)F)NC(=O)C1(OC=CC1)C(=O)OCC ethyl 2-[(3,5-difluorophenyl)carbamoyl]-3H-furan-2-carboxylate